Ethyl 2-(4,5-dichloro-3-fluoro-6-oxo-pyridazin-1-yl)propanoate ClC=1C(=NN(C(C1Cl)=O)C(C(=O)OCC)C)F